(E)-1-Nitro-1-pentene [N+](=O)([O-])\C=C\CCC